COC1=CC=C(/C=C/C2=CNC=3N=CN=C(C32)N)C=C1 5-((E)-4-methoxystyryl)-7H-pyrrolo[2,3-d]pyrimidin-4-amine